ClC1=CC(=C(C=C1)CS(=O)(=O)NC1=C(C(=C(OC2=NC=CC=C2C2=NC(=NC=C2)N[C@@H]2CN(C[C@H](C2)F)C(=O)OCC2=CC=CC=C2)C=C1F)F)F)F benzyl (3S,5S)-3-[[4-[2-[4-[(4-chloro-2-fluoro-phenyl)methylsulfonylamino]-2,3,5-trifluoro-phenoxy]-3-pyridyl]pyrimidin-2-yl]amino]-5-fluoro-piperidine-1-carboxylate